OC(C1=CC=C(N=N1)C1=C(C=C(C=C1C)C)O)C1CNCCC1 2-(6-(hydroxy(piperidin-3-yl)methyl)pyridazin-3-yl)-3,5-dimethylphenol